6-(1-Fluoro-1-methyl-ethyl)-N-[2-(4-formylcyclohexyl)-6-(1-hydroxy-1-methyl-ethyl)indazol-5-yl]pyridine-2-carboxamide FC(C)(C)C1=CC=CC(=N1)C(=O)NC1=CC2=CN(N=C2C=C1C(C)(C)O)C1CCC(CC1)C=O